4-({3-[4-({1-[(2R)-2,3-dihydroxypropyl]piperidin-4-yl}amino)-1-(2,2,2-trifluoroethyl)-1H-indol-2-yl]prop-2-yn-1-yl}amino)-3-methoxybenzamide O[C@H](CN1CCC(CC1)NC1=C2C=C(N(C2=CC=C1)CC(F)(F)F)C#CCNC1=C(C=C(C(=O)N)C=C1)OC)CO